3,N3-dimethylpropane-1,3-diamine CC(CCN)NC